N-(3-(9H-carbazol-9-yl)-2-hydroxypropyl)-N-(furan-2-ylmethyl)methanesulfonamide C1=CC=CC=2C3=CC=CC=C3N(C12)CC(CN(S(=O)(=O)C)CC=1OC=CC1)O